4-((2-methyl-4-(8-methyl-[1,2,4]triazolo[1,5-a]pyridin-6-yl)-6-nitrophenyl)amino)piperidine-1-carboxylic acid tert-butyl ester C(C)(C)(C)OC(=O)N1CCC(CC1)NC1=C(C=C(C=C1[N+](=O)[O-])C=1C=C(C=2N(C1)N=CN2)C)C